3,3-tetramethyleneglutaric anhydride C1CCC2(C1)CC(=O)OC(=O)C2